2-chloro-4-furfuryl-amino-5-sulfamoylbenzoic acid ClC1=C(C(=O)O)C=C(C(=C1N)CC1=CC=CO1)S(N)(=O)=O